OCCCCC\C=C/C(\C=C/C\C=C/C\C=C/CCCC(=O)OC)C methyl (5Z,8Z,11Z,14Z)-20-hydroxy-13-methylicosa-5,8,11,14-tetraenoate